(2S,3R,5R)-3-((E)-(2-benzoylhydrazono)methyl)-3-methyl-7-oxo-4-thia-1-azabicyclo[3.2.0]heptane-2-carboxylic acid 4,4-dioxide C(C1=CC=CC=C1)(=O)N\N=C\[C@]1([C@@H](N2C(C[C@H]2S1(=O)=O)=O)C(=O)O)C